Cl.CC1=C(C=CC(=N1)C(CC)=O)N1CCNCC1 1-(6-methyl-5-(piperazin-1-yl)pyridin-2-yl)propan-1-one hydrochloride